BrC1=C(CCN)C=C(C(=C1)OC)OC (2-bromo-4,5-dimethoxyphenethyl)-amine